C[C@@]1(C(NCC1)=O)N1N=C(N=N1)C=1C(=NC=CC1)NC1=CC=C(C=C1)S(F)(F)(F)(F)F (3R)-3-methyl-3-[5-[2-[4-(pentafluoro-λ6-sulfanyl)anilino]-3-pyridyl]tetrazol-2-yl]pyrrolidin-2-one